4-(4-methoxybenzyl)-1,4-dihydro-5H-tetrazol-5-one COC1=CC=C(CN2N=NNC2=O)C=C1